P(=O)(OCC1=CC=CC=C1)(OCC1=CC=CC=C1)OCC(CO)C dibenzyl (3-hydroxy-2-methyl-propyl) phosphate